C=CC=C.[O].[Y] yttrium oxygen 1,3-Butadien